para-aminoethyl-ketophenol NCCC1=CC(C(C=C1)O)=O